2-(7-((2S,5R)-4-(1-(4-fluoro-2-(trifluoromethyl)phenyl)ethyl)-2,5-dimethylpiperazin-1-yl)-4-methyl-5-oxo-4,5-dihydro-3H-imidazo[4,5-b]pyridin-2-yl)acetonitrile FC1=CC(=C(C=C1)C(C)N1C[C@@H](N(C[C@H]1C)C=1C2=C(N(C(C1)=O)C)NC(=N2)CC#N)C)C(F)(F)F